C[C@H](CN[C@@H]([C@H]1CNC2=C(N1)N=CC=C2)C2=CC=CC=C2)C=2C=C(C=CC2)C2(CCC2)C(=O)OC methyl 1-[3-[(1S)-1-methyl-2-[[(R)-phenyl-[(3R)-1,2,3,4-tetrahydropyrido[2,3-b]pyrazin-3-yl]methyl]amino]ethyl]phenyl]cyclobutanecarboxylate